C(CCCCCCCC)N(CCCCCCCCC)CC(=O)OCCCCCC 1-hexyl N,N-dinonylaminoacetate